C(C)C1N(C2=CC=C(C=C2CC1)CC(F)(F)F)S(=O)(=O)C=1C=CC(=C(CO)C1)OCC1CCOCC1 5-((2-ethyl-6-(2,2,2-trifluoroethyl)-3,4-dihydroquinolin-1(2H)-yl)sulfonyl)-2-((tetrahydro-2H-pyran-4-yl)methoxy)benzyl Alcohol